(2-oxaspiro[3.3]heptan-6-yl)methyl 4-methylbenzenesulfonate CC1=CC=C(C=C1)S(=O)(=O)OCC1CC2(COC2)C1